1H-benzo[d][1,2,3]triazol-1-yl di-o-tolylphosphinate C1(=C(C=CC=C1)P(ON1N=NC2=C1C=CC=C2)(=O)C2=C(C=CC=C2)C)C